2-[4-(4-chlorophenyl)-5-[2-(difluoromethyl)pyridin-4-yl]-1H-imidazol-1-yl]-1-{2-methyl-2,7-diazaspiro[3.5]non-7-yl}ethan-1-one ClC1=CC=C(C=C1)C=1N=CN(C1C1=CC(=NC=C1)C(F)F)CC(=O)N1CCC2(CN(C2)C)CC1